C(C)(=O)C=1C(=CC2=C(OCO2)C1)NC(CBr)=O N-(6-acetylbenzo[d][1,3]-dioxol-5-yl)-2-bromoacetamide